COC(=O)C=1C=C2C(=NC1)CCS2 dihydrothieno[3,2-b]pyridine-6-carboxylic acid methyl ester